(2S,4R)-4-fluoro-N-[(S)-[3-fluoro-4-(propan-2-yl)phenyl](phenyl)methyl]-1-[2-(1H-1,2,3-triazol-5-yl)acetyl]pyrrolidine-2-carboxamide F[C@@H]1C[C@H](N(C1)C(CC1=CN=NN1)=O)C(=O)N[C@@H](C1=CC=CC=C1)C1=CC(=C(C=C1)C(C)C)F